(4-Bromo-3,6-dimethoxybenzocyclobuten-1-yl)methylamine hydrobromide Br.BrC1=C(C2=C(C(=C2)CN)C(=C1)OC)OC